C(CC(C)C)C(COC)(COC)C(C)C 2-ISOPENTYL-2-ISOPROPYL-1,3-DIMETHOXYPROPANE